3-(4-hydroxy-3-methyl-2-oxo-benzimidazol-1-yl)piperidine-2,6-dione OC1=CC=CC=2N(C(N(C21)C)=O)C2C(NC(CC2)=O)=O